[Si](C)(C)(C(C)(C)C)O[C@H]1CN(CC1)C1=C(C=C2C(=N1)N=C(O2)N2CCOCC2)N (R)-5-(3-((tert-butyldimethylsilyl)oxy)pyrrolidin-1-yl)-2-morpholinooxazolo[4,5-b]pyridin-6-amine